7-(5-(chlorodifluoromethyl)-1,2,4-oxadiazol-3-yl)-N-(methyl(oxo)(pyrazin-2-yl)-λ6-sulfaneylidene)imidazo[1,2-a]pyridine-2-carboxamide ClC(C1=NC(=NO1)C1=CC=2N(C=C1)C=C(N2)C(=O)N=S(C2=NC=CN=C2)(=O)C)(F)F